COCC1=NC=CC=C1C(=O)O 2-(methoxymethyl)pyridine-3-carboxylic acid